3-bromofuro[2,3-c]pyridine BrC1=COC2=CN=CC=C21